OC#C (1'R)-hydroxyethyn